2-(3-methoxy-phenyl)-N-{2-oxo-3-[phenyl-(4-piperidine-1-ylmethyl-phenylamino)-methylene]-2,3-dihydro-1H-indol-5-yl}-acetamide COC=1C=C(C=CC1)CC(=O)NC=1C=C2C(C(NC2=CC1)=O)=C(NC1=CC=C(C=C1)CN1CCCCC1)C1=CC=CC=C1